3-(4-((5-(3H-spiro[isobenzofuran-1,4'-piperidine]-1'-yl)pentyl)oxy)-1-oxoisoindolin-2-yl)piperidine-2,6-dione N1(CCC2(CC1)OCC1=CC=CC=C12)CCCCCOC1=C2CN(C(C2=CC=C1)=O)C1C(NC(CC1)=O)=O